C1NCC2NC3=CC=CC3=CC12 tetrahydro-1H-2,4-diaza-s-indacen